((tert-butyldimethylsilyl)oxy)ethan-1-amine [Si](C)(C)(C(C)(C)C)OC(C)N